C(C1=CN=CC=C1)(=O)OC1=CC(=CC(=C1)C=NC1=CC=C(C=C1)CN(CC)CC)Cl 3-chloro-5-((4-((dieth-ylamino)methyl)phenylimino)methyl)phenyl nicotinate